(2S,3R)-3-hydroxy-2-phenylbutanoic acid O[C@@H]([C@@H](C(=O)O)C1=CC=CC=C1)C